tert-butyl (S)-3-[(7-[((S)-1-methoxypropan-2-yl)carbamoyl]-5-{[2-(trimethylsilyl)ethoxy]methyl}-5H-pyrrolo[2,3-b]pyrazin-2-yl)oxy]piperidine-1-carboxylate COC[C@H](C)NC(=O)C1=CN(C2=NC=C(N=C21)O[C@@H]2CN(CCC2)C(=O)OC(C)(C)C)COCC[Si](C)(C)C